ClC1=CC(=C(C=C1)N(S(=O)(=O)C=1C=CC2=C(C(=C(O2)C(=O)OCC)C)C1)CC)CNCC(C)(C)C Ethyl 5-(N-(4-chloro-2-((neopentylamino)methyl)phenyl)-N-ethylsulfamoyl)-3-methylbenzofuran-2-carboxylate